C12N(CCCCC2C1)C=1C2=C(N=C(N1)OC[C@]13CCCN3C[C@@H](C1)F)C(=C(N=C2)C2=CC(=CC1=CC=C(C(=C21)C#C)F)N)F 4-(4-(2-Azabicyclo[5.1.0]octan-2-yl)-8-fluoro-2-(((2R,7aS)-2-fluorotetrahydro-1H-pyrrolizin-7a(5H)-yl)methoxy)pyrido[4,3-d]pyrimidin-7-yl)-5-ethynyl-6-fluoronaphthalen-2-amine